CC1=NOC(=C1C1=CC=C(S1)C(C)NC1=NC(=NC2=CC(=C(C=C12)OC)OC)C)C N-{1-[5-(3,5-dimethyl-1,2-oxazol-4-yl)thiophen-2-yl]ethyl}-6,7-dimethoxy-2-methylquinazolin-4-amine